(S)-7-chloro-8'-(difluoromethoxy)-6'-(trifluoromethyl)-3'h-spiro[chroman-4,2'-imidazo[1,2-a]pyridine] ClC1=CC=C2C(=C1)OCC[C@]21N=C2N(C=C(C=C2OC(F)F)C(F)(F)F)C1